methyl-(2,2,2-triphenylacetyl)D-leucine CN([C@H](CC(C)C)C(=O)O)C(C(C1=CC=CC=C1)(C1=CC=CC=C1)C1=CC=CC=C1)=O